ClC=1C=C(C2=C(N1)N(C=C2C(F)(F)F)COCC[Si](C)(C)C)NCC 6-chloro-N-ethyl-3-(trifluoromethyl)-1-((2-(trimethylsilyl)ethoxy)methyl)-1H-pyrrolo[2,3-b]pyridin-4-amine